Beta-ureido-isobutyric acid N(C(=O)N)CC(C(=O)O)C